C(C)(C)(C)OC(NCC1=CN=NN1)=O t-butyl((1H-1,2,3-triazol-5-yl)methyl)carbamate